(S)-N-(1-(3-chloro-4-fluorophenyl)-2-hydroxyethyl)-1-(2-((2,2-difluoro-benzo[d][1,3]dioxol-5-yl)amino)-5-methylpyrimidin-4-yl)-1H-pyrrole-3-carboxamide ClC=1C=C(C=CC1F)[C@@H](CO)NC(=O)C1=CN(C=C1)C1=NC(=NC=C1C)NC1=CC2=C(OC(O2)(F)F)C=C1